6-(Difluoromethoxy)pyrimidine-4-carboxylic acid methyl ester COC(=O)C1=NC=NC(=C1)OC(F)F